COC1=C(C(=CC=C1)OC)S(=O)(=O)NC1=NOC2=C1C(=CC(=C2)C=2C=C(C=C(C2)O)N2CCN(CC2)C(=O)OC(C)(C)C)OC tert-butyl 4-(3-(3-((2,6-dimethoxyphenyl)sulfonamido)-4-methoxybenzo[d]isoxazol-6-yl)-5-hydroxyphenyl)piperazine-1-carboxylate